ClCC(=O)N1CC2(C1)SCC(N2CC=2OC(=CC2)C2=CC=CC1=CC=CC=C21)=O 2-(2-Chloroacetyl)-8-((5-(naphthalen-1-yl)furan-2-yl)methyl)-5-thia-2,8-diazaspiro[3.4]octan-7-one